6-methoxyisoindolin-2-yl-4-oxo-butyric acid COC1=CC=C2CN(CC2=C1)C(C(=O)O)CC=O